CC(=NO)C methylmethylketoxime